((3s,5s,7s)-3,5,7-trifluoroadamantan-1-yl)methanamine hydrochloride Cl.FC12CC3(CC(CC(C1)(C3)F)(C2)F)CN